ClC1=CC=C(C=C1)C1=C2C(=C(N=N1)NC1CN(CCC1)C)CN(CC2)S(=O)(=O)C 1-(4-chlorophenyl)-N-(1-methylpiperidin-3-yl)-6-(methylsulfonyl)-5,6,7,8-tetrahydropyrido[3,4-d]pyridazin-4-amine